CN(CCN1C([C@@H]([C@@H](SC2=C1C=CC=C2)C2=CC=C(C=C2)OC)O)=O)C (2S,3S)-5-(2-(dimethylamino)ethyl)-2,3-dihydro-3-hydroxy-2-(4-methoxyphenyl)-1,5-benzothiazepin-4(5H)-one